(S)-4,6-difluoro-N-(8-fluoro-6-oxo-1,4,5,6-tetrahydro-2H-pyrano[3,4-c]isoquinolin-1-yl)-N-methyl-1H-indole-2-carboxamide FC1=C2C=C(NC2=CC(=C1)F)C(=O)N(C)[C@@H]1COCC=2NC(C=3C=C(C=CC3C21)F)=O